FC(C1=NN=C(O1)C1=CC=2N(C=C1)C=C(N2)CN(C(=O)N2CCN(CC2)C(=O)C2COC2)C2=CC(=CC=C2)F)F N-((7-(5-(difluoromethyl)-1,3,4-oxadiazol-2-yl)imidazo[1,2-a]pyridin-2-yl)methyl)-N-(3-fluorophenyl)-4-(oxetan-3-carbonyl)piperazine-1-carboxamide